(2,6-dimethylmorpholino)(1H-pyrrolo[2,3-b]pyridin-5-yl)methanone CC1OC(CN(C1)C(=O)C=1C=C2C(=NC1)NC=C2)C